2-fluorophenylethyl-amine bromide [Br-].FC1=C(C=CC=C1)CCN